CC1=CC=2N(N=C1N1CC=3C=C(C=NC3CC1)C1=NN(C=C1)C)C=CN2 6-(7-methylimidazo[1,2-b]pyridazin-6-yl)-3-(1-methylpyrazol-3-yl)-7,8-dihydro-5H-1,6-naphthyridine